2-(4-ethoxyphenyl)-1-(3,4,5-trimethoxyphenyl)ethane C(C)OC1=CC=C(C=C1)CCC1=CC(=C(C(=C1)OC)OC)OC